COC=1C=CN2C(=CC=C2C1)C=O 7-methoxyindolizine-3-carbaldehyde